(R)-2-hydroxy-N-((R)-2-hydroxy-2-methyl-1-(4-(((S)-2-methylpentyl)oxy)phenyl)propyl)-2-phenylpropanamide O[C@](C(=O)N[C@@H](C(C)(C)O)C1=CC=C(C=C1)OC[C@H](CCC)C)(C)C1=CC=CC=C1